4-(3-(2-fluorophenyl)-1-isobutyl-1H-pyrrolo[2,3-b]pyridine-6-carbonyl)-3,3-dimethylpiperazin-2-one FC1=C(C=CC=C1)C1=CN(C2=NC(=CC=C21)C(=O)N2C(C(NCC2)=O)(C)C)CC(C)C